C1(=NC=CC2=CC=CC=C12)C(=O)NCC1=NOC(C1)(C(=O)OCC)COC1=CC=CC=C1 ethyl 3-((isoquinoline-1-carboxamido)methyl)-5-(phenoxymethyl)-4,5-dihydroisoxazole-5-carboxylate